1-(3-isothiocyanato-5-(trifluoromethyl)phenyl)-4-methylpiperazine N(=C=S)C=1C=C(C=C(C1)C(F)(F)F)N1CCN(CC1)C